FC(C=1C(=C(C=CC1)[C@@H](C#C)NC=1C2=C(N=CN1)N(C(C(=C2)C2(CNCC2)O)=O)C)F)F 4-{[(1R)-1-[3-(difluoromethyl)-2-fluorophenyl]prop-2-yn-1-yl]amino}-6-(3-hydroxypyrrolidin-3-yl)-8-methyl-7H,8H-pyrido[2,3-d]pyrimidin-7-one